tert-Butyl 3-(6-bromo-7-chloro-4-oxo-3H-quinazolin-2-yl)pyrrolidine-1-carboxylate BrC=1C=C2C(NC(=NC2=CC1Cl)C1CN(CC1)C(=O)OC(C)(C)C)=O